naphthyridin-3-amine, trihydrochloride Cl.Cl.Cl.N1=CC(=CC2=CC=CN=C12)N